1-(Tetrahydro-2H-pyran-2-yl)-1H-indazol-6-amine O1C(CCCC1)N1N=CC2=CC=C(C=C12)N